N-{[4-(benzenesulfonyl)phenyl]methyl}imidazo[1,2-a]pyrazine-2-carboxamide C1(=CC=CC=C1)S(=O)(=O)C1=CC=C(C=C1)CNC(=O)C=1N=C2N(C=CN=C2)C1